2,4-difluoro-acetoacetyl-CoA FC(C(=O)SCCNC(CCNC([C@@H](C(COP(OP(OC[C@@H]1[C@H]([C@H]([C@@H](O1)N1C=NC=2C(N)=NC=NC12)O)OP(=O)(O)O)(=O)O)(=O)O)(C)C)O)=O)=O)C(=O)CF